N-[(1R)-1-[3-amino-5-(trifluoromethyl)phenyl]ethyl]-6-oxo-1-phenyl-pyridine-3-carboxamide NC=1C=C(C=C(C1)C(F)(F)F)[C@@H](C)NC(=O)C1=CN(C(C=C1)=O)C1=CC=CC=C1